N-(2-Methoxy-4-(4-(trifluoromethyl)phenoxy)phenyl)-1-(2-(methylamino)-2-oxoethyl)-5-oxopyrrolidine-2-carboxamide COC1=C(C=CC(=C1)OC1=CC=C(C=C1)C(F)(F)F)NC(=O)C1N(C(CC1)=O)CC(=O)NC